CC1(C2CCC1(C(=O)C2=O)C)C (+/-)-camphorquinone